4-(2-amino-6,7-dihydro-4H-pyrano[4,3-d]thiazol-6-yl)benzonitrile NC=1SC2=C(N1)CC(OC2)C2=CC=C(C#N)C=C2